(E)-3-(5-(2-methoxyphenyl)-3-methyl-1-phenyl-1H-pyrazol-4-yl)-1-(3,4-dimethoxyphenyl)prop-2-en-1-one COC1=C(C=CC=C1)C1=C(C(=NN1C1=CC=CC=C1)C)/C=C/C(=O)C1=CC(=C(C=C1)OC)OC